ethyl 3-((R)-3-((tert-butoxycarbonyl)amino)-1-((S)-6-(tert-butyl)-5,6,7,8-tetrahydrothieno[2,3-b]quinoline-2-carboxamido)propyl)benzoate C(C)(C)(C)OC(=O)NCC[C@@H](NC(=O)C1=CC=2C(=NC=3CC[C@@H](CC3C2)C(C)(C)C)S1)C=1C=C(C(=O)OCC)C=CC1